C(C)(C)[C@@H]1N(C2=C(NC1=O)C(=NC(=C2)NC2CN(C2)C(=O)OC(C)(C)C)C)C tert-Butyl (S)-3-((2-isopropyl-1,5-dimethyl-3-oxo-1,2,3,4-tetrahydropyrido[3,4-b]pyrazin-7-yl)amino)azetidine-1-carboxylate